neodymium quercetin O1C(=C(O)C(=O)C=2C(O)=CC(O)=CC12)C1=CC(O)=C(O)C=C1.[Nd]